N,N-bis(triethoxysilylpropyl)amine C(C)O[Si](OCC)(OCC)CCCNCCC[Si](OCC)(OCC)OCC